CP(=O)(C)C=1C=C2C(NC(=NC2=CC1OC1COCC1)C)=O 6-(dimethylphosphoryl)-2-methyl-7-((tetrahydrofuran-3-yl)oxy)quinazolin-4(3H)-one